tert-Butyl ((1-(3-(6-carbamoyl-3,4-dihydroquinolin-1(2H)-yl)-1-(tetrahydro-2H-pyran-2-yl)-1H-pyrazolo[3,4-b]pyrazin-6-yl)-4-methylpiperidin-4-yl)methyl)carbamate C(N)(=O)C=1C=C2CCCN(C2=CC1)C1=NN(C2=NC(=CN=C21)N2CCC(CC2)(C)CNC(OC(C)(C)C)=O)C2OCCCC2